CCCCC/C=C\\C/C=C\\C/C=C\\C/C=C\\CCCC(=O)O[C@H](CO)COP(=O)([O-])OCC[N+](C)(C)C The molecule is a lysophosphatidylcholine 20:4 in which the acyl group is specified as arachidonoyl and is located at position 2. It derives from an arachidonic acid.